1-(6-methyl-pyrimidin-4-yl)-propan-1-one CC1=CC(=NC=N1)C(CC)=O